C(C)O[Si](OCC)(OCC)C(C(C)[Si](OCC)(OCC)OCC)C bistriethoxysilyl-butane